FC1=C2C(N(C(C2=C(C(=C1F)F)F)=O)[C@@H]1[C@H]([C@H]2C([C@@H](C1)C2)(C)C)C)=O 4,5,6,7-Tetrafluoro-2-((1S,2S,3S,5R)-2,6,6-trimethylbicyclo[3.1.1]heptan-3-yl)isoindoline-1,3-dione